(3-((6-Chloropyridazin-3-yl)amino)propyl)carbamic acid tert-butyl ester C(C)(C)(C)OC(NCCCNC=1N=NC(=CC1)Cl)=O